N[C@H](CC1(C(C2=NC(=CC(=C2S1)NCC=1SC=CC1)Cl)C)N)C 2-[(2S)-2-aminopropyl]-5-chloro-3-methyl-N7-[(thiophen-2-yl)methyl]thieno[3,2-b]pyridine-2,7-diamine